C1(=CC=CC=C1)CC(C(=O)O)NCCC 3-phenyl-2-(propylamino)propionic acid